[I-].CC1=C(C(=CC=C1)C)NC(C[N+]1(CC(CCC1)C1=CC=CC=C1)CC)=O 1-(2-((2,6-dimethylphenyl)amino)-2-oxoethyl)-1-ethyl-3-phenylpiperidin-1-ium iodide